N-(3-amino-4-fluoro-2-methylphenyl)-N-((2-(trimethylsilyl)ethoxy)-methyl)propane-1-sulfonamide NC=1C(=C(C=CC1F)N(S(=O)(=O)CCC)COCC[Si](C)(C)C)C